C1OC(OCC12COC(OC2)CCC2=CC=C(C=C2)O)CCC2=CC=C(C=C2)O 4,4'-(2,4,8,10-Tetraoxaspiro[5.5]undecan-3,9-diyldi-2,1-ethandiyl)bis[phenol]